C(CCCCCCC\C=C/C\C=C/C\C=C/CC)(=O)O (9Z,12Z,15Z)-octadecane-9,12,15-trienoic acid